hex-1-ene-1,1,6,6-tetracarboxylic acid C(=CCCCC(C(=O)O)C(=O)O)(C(=O)O)C(=O)O